N-(4-((3-(benzo[d][1,3]dioxol-5-yl)-1H-pyrazol-5-yl)amino)phenyl)-1-methylpiperidine-4-carboxamide O1COC2=C1C=CC(=C2)C2=NNC(=C2)NC2=CC=C(C=C2)NC(=O)C2CCN(CC2)C